6-fluoro-3-(4-piperidyl)-1,2-benzisoxazole FC1=CC2=C(C(=NO2)C2CCNCC2)C=C1